2-(2-oxabicyclo[2.1.1]hexan-4-yl)-7-cyclobutoxy-N-(1-((1R,2S)-2-fluorocyclopropyl)-2-oxo-1,2-dihydropyridin-3-yl)imidazo[1,2-a]pyrimidine-6-carboxamide C12OCC(C1)(C2)C=2N=C1N(C=C(C(=N1)OC1CCC1)C(=O)NC=1C(N(C=CC1)[C@H]1[C@H](C1)F)=O)C2